NC1=C(N=C(C(=N1)N1CCC2(CC1)[C@@H](C=1C(=NN(C1)C)C2)N)C)SC2=C(C(=NC=C2)N2CCCC2)Cl (S)-1'-(6-amino-5-((3-chloro-2-(pyrrolidin-1-yl)pyridin-4-yl)thio)-3-methylpyrazin-2-yl)-2-methyl-2,6-dihydro-4H-spiro[cyclopenta[c]pyrazol-5,4'-piperidin]-4-amine